ClC=1C=C(C=C(C1)Br)N1NN(CC(=C1)C1=CC=CC=C1)C1=CC=CC=C1 1-(3-chloro-5-bromophenyl)-3,5-diphenyltriazine